FC1([C@H]2C[C@@H]([C@H]([C@@H](C1)N2)OC)C(=C)C2=CC=C(N=N2)C=2C=C1C=CN=CC1=CC2O)F 6-(6-(1-((1R,2R,3R,5R)-6,6-difluoro-2-methoxy-8-azabicyclo[3.2.1]octan-3-yl)vinyl)pyridazin-3-yl)isoquinolin-7-ol